ClC=1SC=C(N1)C1=NC2=C(N1)C(C1=CC=CC=C1C2=O)=O 2-(2-chlorothiazol-4-yl)-1H-naphtho[2,3-d]imidazole-4,9-dione